NC1=C(N=C(C(=N1)N1CCC2(CC1)[C@@H](C1=CC=CC=C1C2)N)I)SC2=C(C(=NC=C2)N)Cl (S)-1'-(6-amino-5-((2-amino-3-chloropyridin-4-yl)sulfanyl)-3-iodopyrazin-2-yl)-1,3-dihydrospiro[indene-2,4'-piperidine]-1-amine